[4,4-diethyl-1-[[3-[(7-fluoro-2,2-dimethyl-chroman-4-yl)carbamoyl]phenyl]methyl]-6-oxo-hexahydropyrimidin-2-ylidene]ammonium C(C)C1(NC(N(C(C1)=O)CC1=CC(=CC=C1)C(NC1CC(OC2=CC(=CC=C12)F)(C)C)=O)=[NH2+])CC